N1=C(N=CC=C1)N1CC(C1)C(=O)NN 1-(pyrimidin-2-yl)azetidine-3-carboxylic acid hydrazide